(S)-6-(tert-butyl)-2-hydroxy-3-(3-methoxypropoxy)-10-oxo-6,10-dihydro-5H-pyrido[1,2-h][1,7]naphthyridine-9-carboxylic acid C(C)(C)(C)[C@@H]1CC=2C=C(C(=NC2C=2N1C=C(C(C2)=O)C(=O)O)O)OCCCOC